hexynide [C-]#CCCCC